C(C)(C)(C)OC(=O)N1[C@H]2CN(C[C@@H]1CC2)C2=NC(=NC(=C2Br)C(NCC=C)=O)SC (1R,5S)-3-(6-(allylcarbamoyl)-5-bromo-2-(methylsulfanyl)pyrimidin-4-yl)-3,8-diazabicyclo[3.2.1]octane-8-carboxylic acid tert-butyl ester